N-[(3S)-5-methyl-4-oxo-2,3-dihydro-1,5-benzoxazepin-3-yl]spiro[5H-furo[3,4-d]pyrimidine-7,1'-cyclobutane]-2-carboxamide CN1C([C@H](COC2=C1C=CC=C2)NC(=O)C=2N=CC1=C(N2)C2(CCC2)OC1)=O